2,2'-[ethylenebis(iminotrimethyleneimino)]bis(ethylamine) C(CNCCCNCCN)NCCCNCCN